(8S)-N-(3-Carbamimidoylpropyl)-7-{2-[(4-phenoxyphenyl)formamido]acetyl}-1,4-dioxa-7-azaspiro[4.4]nonane-8-carboxamide C(N)(=N)CCCNC(=O)[C@H]1N(CC2(OCCO2)C1)C(CNC(=O)C1=CC=C(C=C1)OC1=CC=CC=C1)=O